ClC=1N=C(C2=C(N1)CCC2)C2=CC=C(C(=O)N)C=C2 4-(2-chloro-6,7-dihydro-5H-cyclopenta[d]pyrimidin-4-yl)benzamide